4-(5-(3,5-dichlorophenyl)-5-(trifluoromethyl)-4,5-dihydroisoxazol-3-yl)-N-(5-(methoxymethyl)-1-(2,2,2-trifluoroethyl)-1H-1,2,4-triazol-3-yl)-2-methylbenzamide ClC=1C=C(C=C(C1)Cl)C1(CC(=NO1)C1=CC(=C(C(=O)NC2=NN(C(=N2)COC)CC(F)(F)F)C=C1)C)C(F)(F)F